2,3-dimethyl-4-ethoxyphenol CC1=C(C=CC(=C1C)OCC)O